C(C)OP(C(C1=C(C=C(C=C1C)C)C)=O)(C1=CC=CC=C1)=O ethoxyphenyl-(2,4,6-trimethylbenzoyl)phosphin oxide